(1r,4r)-4-amino-1-methylcyclohexanol trifluoroacetate salt FC(C(=O)O)(F)F.NC1CCC(CC1)(O)C